C(C)(C)NC=1N=C(C2=C(N1)N=CC=C2)N2C(CCCC2)C2=C(C=CC=C2)C(F)(F)F N-isopropyl-4-(2-(2-(trifluoromethyl)phenyl)piperidin-1-yl)pyrido[2,3-d]pyrimidin-2-amine